OC=1C=C(C2=CC=CC=C2C1)C1=NC(=NC=2CC(CCC12)(C)C)N1CC2(CN(C2)C(C=C)=O)CC1 1-(6-(4-(3-hydroxy-1-naphthalenyl)-7,7-dimethyl-5,6,7,8-tetrahydro-2-quinazolinyl)-2,6-diazaspiro[3.4]octan-2-yl)-2-propen-1-one